2H-indazole-5-carboxamide hydrochloride Cl.N=1NC=C2C=C(C=CC12)C(=O)N